C(C)(C)(C)OC(=O)N[C@H](C(CCl)=O)CC1=CC=CC=C1 (S)-3-(tert-Butoxycarbonyl)amino-1-chloro-4-phenyl-2-butanone